[N-]=C=O.[N-]=C=O.CC1=CC(=CC=C1)C 1,3-dimethylbenzene diisocyanate